[N+](=O)([O-])C1=CC=C(O1)C1=NN=C(S1)NC(=O)C1=NN2C(C(N(CC2)CC2=C(C=CC=C2)Cl)=O)=C1C1CC1 5-(2-chlorobenzyl)-3-cyclopropyl-4-oxo-4,5,6,7-tetrahydropyrazolo[1,5-a]pyrazine-2-carboxylic acid [5-(5-nitrofuran-2-yl)-[1,3,4]thiadiazol-2-yl]amide